(R)-3-(3-(6-(2-((6-(2-(Dimethylamino)ethoxy)pyridazin-3-yl)amino)pyrimidin-4-yl)pyridin-2-yl)isoxazol-5-yl)-3-hydroxy-1-methylpyrrolidin-2-one CN(CCOC1=CC=C(N=N1)NC1=NC=CC(=N1)C1=CC=CC(=N1)C1=NOC(=C1)[C@]1(C(N(CC1)C)=O)O)C